P(=O)([O-])([O-])[O-].[Na+].[Na+].[Na+].[Na+] tetra-sodium orthophosphate